(2S,3S,4S,5R)-4-[[3-(3,4-Difluoro-2-isopropoxy-phenyl)-4,5-dimethyl-5-(trifluoromethyl)tetrahydrofuran-2-carbonyl]amino]pyridin-2-carboxamid FC=1C(=C(C=CC1F)[C@H]1[C@H](O[C@]([C@H]1C)(C(F)(F)F)C)C(=O)NC1=CC(=NC=C1)C(=O)N)OC(C)C